C(C)N1C(=NC2=C1C=CC(=C2)[N+](=O)[O-])N2CCOCC2 4-(1-Ethyl-5-nitro-1H-benzo[d]imidazol-2-yl)morpholine